FC(CC1=NN=CN1C)(F)C=1C=C(C=CC1)N1C(C2=CC=CC(=C2C1)C(F)(F)F)=O 2-(3-(1,1-difluoro-2-(4-methyl-4H-1,2,4-triazol-3-yl)ethyl)phenyl)-4-(trifluoromethyl)isoindolin-1-one